CN(CC\C=C/1\C(N(CC1)C=1C=C2C(=NC=NC2=CC1)NC1=CC(=C(C=C1)OC1=CC2=C(N(C=N2)C)C=C1)C)=O)C (3E)-3-[3-(dimethylamino)propylidene]-1-[4-({3-methyl-4-[(1-methyl-1,3-benzodiazol-5-yl)oxy]phenyl}amino)quinazolin-6-yl]pyrrolidin-2-one